C(C1=CC=CC=C1)C1=NC2=C(N1CCOCCCl)C=CC=C2 2-benzyl-1-(2-(2-chloroethoxy)ethyl)-1H-benzimidazole